FC1=C(C(=CC=C1)F)CN 2,6-difluorobenzenemethylamine